N-(3-carbamoylphenyl)-2-(7-fluoro-chroman-4-yl)-4-(trifluoromethyl)benzamide C(N)(=O)C=1C=C(C=CC1)NC(C1=C(C=C(C=C1)C(F)(F)F)C1CCOC2=CC(=CC=C12)F)=O